tert-butyl 1-(2-bromopyridin-4-yl)-4-oxo-1,4,6,7-tetrahydro-5H-pyrazolo[4,3-c]pyridine-5-carboxylate BrC1=NC=CC(=C1)N1N=CC=2C(N(CCC21)C(=O)OC(C)(C)C)=O